C1(CC1)CN1CCC(CC1)C1NC(C=2C(=CC=CC12)C(=O)N)=O 1-cyclopropylmethyl-piperidin-4-yl-3-oxo-2,3-dihydro-1H-isoindole-4-carboxylic acid amide